(4-bromo-5-fluoro-2-hydroxyphenyl)(piperidin-1-yl)methanone BrC1=CC(=C(C=C1F)C(=O)N1CCCCC1)O